C(C)(=O)SC[NH+]1CCCCC1 acetylthiomethylpiperidinium